2,5-Bis(2-Phenylethyl)Hexanediamide C1(=CC=CC=C1)CCC(C(=O)N)CCC(C(=O)N)CCC1=CC=CC=C1